CC1=CC(=NN1)NC=1C=2N(C=C(N1)NC1CC3CCC(C1)N3CCC#N)N=CN2 3-((3-exo)-3-((8-((5-methyl-1H-pyrazol-3-yl)amino)-[1,2,4]triazolo[1,5-a]pyrazin-6-yl)amino)-8-azabicyclo[3.2.1]oct-8-yl)propionitrile